(R)-3-((4-((1-(3-(difluoromethyl)-2-fluorophenyl)ethyl)amino)-2-methyl-8,9-dihydrofuro[2,3-h]quinazolin-6-yl)oxy)azetidine-1-carboxylic acid tert-butyl ester C(C)(C)(C)OC(=O)N1CC(C1)OC=1C=C2C(=NC(=NC2=C2C1OCC2)C)N[C@H](C)C2=C(C(=CC=C2)C(F)F)F